2-(6-azaspiro[2.5]oct-6-yl)-6-((1-hydroxy-2-methyl-2-propanyl)amino)-N-(6-((3S)-3-methyl-1-pyrrolidinyl)-2-pyridinyl)-3-pyridinecarboxamide C1CC12CCN(CC2)C2=NC(=CC=C2C(=O)NC2=NC(=CC=C2)N2C[C@H](CC2)C)NC(CO)(C)C